FC1=C(C(=C(C(=C1B(C1=C(C(=C(C(=C1F)F)F)F)F)C1=C(C(=C(C(=C1F)F)F)F)F)F)F)F)F tri(pentafluoro-phenyl)boron